3,4-diamino-1,3,5-triazine NN1CN=CN=C1N